OCCN(C1=CC=C(C=C1)N=NC1=C(C=C(C(=C1)C)N=NC1=C(C=C(C=C1)C)[N+](=O)[O-])OC)CCO 2-[N-(2-hydroxyethyl)-4-[[2-methoxy-5-methyl-4-[(4-methyl-2-nitrophenyl)diazenyl]-phenyl]diazenyl]anilino]ethanol